COC([C@@H](C1=CC=C(C=C1)O)NC(C)=O)=O (R)-2-(acetyl)amino-2-(4-hydroxyphenyl)-acetic acid methyl ester